C(CCC)SC(=S)SC(C(=O)O)C 2-{[(butylthio)thioformyl]sulfanyl}propanoic acid